N1=C(C=CC=C1)C1=CC=C(C=C1)C1=CC(=NC=C1)N1C2=CC=CC=C2C=2C=CC(=CC12)N1C2=CC(=CC=C2C=2C=CC=CC12)N1C2=CC=CC=C2C=2C=CC=CC12 9'-(4-(4-(pyridin-2-yl)phenyl)pyridin-2-yl)-9'H-9,2':7,9''-tercarbazole